S(=O)(=O)(C1=CC=C(C)C=C1)N1[C@H]2C[C@@H](OC[C@@H]12)C=O ((1S,4R,6S)-7-tosyl-3-oxa-7-azabicyclo[4.1.0]heptan-4-yl)methanone